3-(5-bromo-4-chloro-2-methoxyphenyl)-6-(trifluoromethyl)pyrimidine-2,4(1H,3H)-dione BrC=1C(=CC(=C(C1)N1C(NC(=CC1=O)C(F)(F)F)=O)OC)Cl